[2-chloro-4-(3-{2-[(E)-3,5-diamino-6-chloro-pyrazine-2-carbonylimino]-1,3,8-triaza-spiro[4.5]dec-8-yl}-3-oxo-propyl)-phenoxy]-acetic acid dipropylcarbamoylmethyl ester C(CC)N(C(=O)COC(COC1=C(C=C(C=C1)CCC(=O)N1CCC2(CN\C(\N2)=N/C(=O)C2=NC(=C(N=C2N)N)Cl)CC1)Cl)=O)CCC